(cis-4-hydroxy-1,1-dioxidotetrahydro-thiophen-3-yl)-3-oxo-2-(pyridin-3-yl)-6-[4-(trifluoromethyl)phenyl]-2,3-dihydropyridazine-4-carboxamide O[C@@H]1[C@@H](CS(C1)(=O)=O)C1=C(C(N(N=C1C1=CC=C(C=C1)C(F)(F)F)C=1C=NC=CC1)=O)C(=O)N